O[C@H]1[C@@H](CCCC1)NC=1N=NC(=C2C1SC=C2)C2=C(C=C(C=C2)C(F)(F)F)O 2-(7-{[(1R,2R)-2-hydroxycyclohexyl]amino}thieno[2,3-d]pyridazin-4-yl)-5-(trifluoromethyl)phenol